OC1(C2=CC=CC=C2C=2C=CC=CC12)C(=O)N[C@@H](C(=O)N[C@H](C[C@@H]1C(NCC1)=O)C(C(=O)NC)=O)CC(C)C 9-hydroxy-N-((R)-4-methyl-1-(((R)-4-(methylamino)-3,4-dioxo-1-((R)-2-oxopyrrolidin-3-yl)butan-2-yl)amino)-1-oxopentan-2-yl)-9H-fluorene-9-carboxamide